NC(C(=O)O)CC(=O)C alpha-aminolevulinic acid